Cl.FC1=CSC2=C1OCC(C2)NC 3-fluoro-N-methyl-6,7-dihydro-5H-thieno[3,2-b]pyran-6-amine hydrochloride